ClC1=CC=C(C=C1)C1=C(C=CC=C1)CN1CCN(CC1)C1=CC=C(C(=O)NS(=O)(=O)C2=CC(=C(C=C2)N[C@@H](CSC2=CC=CC=C2)CCN(C)C)[N+](=O)[O-])C=C1 4-{4-[(4'-Chloro-2-biphenylyl)methyl]-1-piperazinyl}-N-[(4-{[(2R)-4-(dimethylamino)-1-(phenylsulfanyl)-2-butanyl]amino}-3-nitrophenyl)sulfonyl]benzamide